C(C1=CC=CC=C1)N1CC(=CC(C1)C)N=S(=O)(CC)CC ((1-benzyl-5-methyl-1,2,5,6-tetrahydropyridin-3-yl)imino)diethyl-λ6-sulfanone